5-Methyl-4-hexen-1-yn-3-ol CC(=CC(C#C)O)C